6-chloro-4-hydroxy-2,7-dimethylpyrido[3,4-d]pyrimidin-7-ium trifluoromethanesulfonate salt FC(S(=O)(=O)[O-])(F)F.ClC1=CC2=C(N=C(N=C2O)C)C=[N+]1C